2-methyl-5-(5-(oxazol-2-yl)pyridin-3-yl)phenyl cyclooctylcarbamate C1(CCCCCCC1)NC(OC1=C(C=CC(=C1)C=1C=NC=C(C1)C=1OC=CN1)C)=O